N1C=C(C2=CC=CC=C12)C[C@H]1N(CCC2=CC(=C(C=C12)OC)OC)C(CS(=O)(=O)C)=O (R)-1-(1-((1H-indol-3-yl)methyl)-6,7-dimethoxy-3,4-dihydroisoquinoline-2(1H)-yl)-2-(methanesulfonyl)ethane-1-one